C(C1=CC=CC=C1)C1(CC2(CCN(C2)C2=NC=NC=C2OC2=C(C=C(C=C2)F)Cl)CC1)CC(C)(S(=O)N)C (7-benzyl-2-(5-(2-chloro-4-fluorophenoxy)pyrimidin-4-yl)-2-azaspiro[4.4]non-7-yl)-2-methylpropane-2-sulfinamide